ClC=1C=CC(=C2CN(C(C12)=O)C)C(O)C1CC2(CN(C2)CCCC2=CC=3N(C=C2F)C=NN3)C1 7-chloro-4-[[2-[3-(6-fluoro-[1,2,4]triazolo[4,3-a]pyridin-7-yl)propyl]-2-azaspiro[3.3]heptan-6-yl]-hydroxy-methyl]-2-methyl-isoindolin-1-one